BrC=1C=NC=2N(C1)C(=CN2)C(=O)OC(C)(C)C tert-butyl 6-bromoimidazo[1,2-a]pyrimidine-3-carboxylate